C(C)OC1CC(C1)O (1r,3r)-3-ethoxycyclobutan-1-ol